[Na+].FC(C(=O)[O-])(C(C(C(C(C(C(C(C(C(C(F)(F)F)(F)F)(F)F)(F)F)(F)F)(F)F)(F)F)(F)F)(F)F)(F)F)F perfluorolauric acid, sodium salt